P(=O)(OC1=CC=C(C=C1)C)([O-])[O-] mono(4-methylphenyl) phosphate